Cl.Cl.CC=1C(=NC=C(C1)C1CCNCC1)C(F)(F)F 3-methyl-5-(4-piperidinyl)-2-(trifluoromethyl)pyridine dihydrochloride